5-(4-((4-(5-(5-(difluoromethyl)-5H-pyrido[4,3-b]indol-7-yl)pyridin-2-yl)piperazin-1-yl)methyl)piperidin-1-yl)-2-(2,4-dioxotetrahydropyrimidine-1(2H)-yl)isoindoline-1,3-dione FC(N1C2=C(C=3C=CC(=CC13)C=1C=CC(=NC1)N1CCN(CC1)CC1CCN(CC1)C=1C=C3C(N(C(C3=CC1)=O)N1C(NC(CC1)=O)=O)=O)C=NC=C2)F